cyclopropyl-5,6-difluorobenzene-1,2-diamine C1(CC1)C1=C(C(=C(C(=C1)F)F)N)N